tert-butyl 8-((((6-(4-(trifluoromethyl)phenyl)pyridin-2-yl)methyl)sulfonyl)methyl)-2,6-diazaspiro[3.4]octane-2-carboxylate FC(C1=CC=C(C=C1)C1=CC=CC(=N1)CS(=O)(=O)CC1CNCC12CN(C2)C(=O)OC(C)(C)C)(F)F